N1C(=NC2=C1C=CC=C2)C(N2C(C1=CC=CC=C1C2)=O)C2=C(C=CC(=C2)F)O 2-((1H-benzo[d]imidazole-2-yl)(5-fluoro-2-hydroxyphenyl)methyl)isoindolin-1-one